(3-methyloxetan-3-yl) 4-[3-[2-(cyclobutoxy)-3-pyridyl]pyrazolo[1,5-a]pyrimidin-5-yl]piperazine-1-carboxylate C1(CCC1)OC1=NC=CC=C1C=1C=NN2C1N=C(C=C2)N2CCN(CC2)C(=O)OC2(COC2)C